FC([C@@H](C)N1N=NC2=C1C=C(C=C2)C=2C(=CN1N=C(N=C(C12)OC)NC1CCC(CC1)(O)C)F)F (1R,4r)-4-((5-(1-((R)-1,1-difluoropropan-2-yl)-1H-benzo[d][1,2,3]triazol-6-yl)-6-fluoro-4-methoxypyrrolo[2,1-f][1,2,4]triazin-2-yl)amino)-1-methylcyclohexan-1-ol